COC1=CC=C(C(=O)OCOC(N(CC=2SC(=NN2)C)C2=NC(=NC(=C2)OC[C@@H]2[C@H](C2)C2=NC=C(C=C2)C)C)=O)C=C1 ({(2-Methyl-6-{[(1S,2S)-2-(5-methylpyridin-2-yl)cyclopropyl]methoxy}pyrimidin-4-yl)[(5-methyl-1,3,4-thiadiazol-2-yl)methyl]carbamoyl}oxy)methyl 4-methoxybenzoate